methyl 4-[6-(2-chloro-5-methoxy-phenyl)-2,4-dioxo-1H-thieno[3,2-d]pyrimidin-3-yl]isoquinoline-6-carboxylate ClC1=C(C=C(C=C1)OC)C1=CC=2NC(N(C(C2S1)=O)C1=CN=CC2=CC=C(C=C12)C(=O)OC)=O